C(=O)O.ClC=1C=C(C=CC1C(=O)N1CCN(CC1)C(=O)C1CCNCC1)NC(=O)C=1N(C(=CN1)C=1C(=NN(C1)C=1C=NN(C1)CCOC)C(F)(F)F)C N-(3-chloro-4-(4-(piperidine-4-carbonyl)piperazine-1-carbonyl)phenyl)-5-(1'-(2-methoxyethyl)-3-(trifluoromethyl)-1'H-[1,4'-bipyrazole]-4-yl)-1-methyl-imidazole-2-carboxamide formate